N-(2-(((2-bromopyridin-4-yl)amino)methyl)-6-cyclopropylimidazo[1,2-a]pyridin-8-yl)-N-methylacetamide BrC1=NC=CC(=C1)NCC=1N=C2N(C=C(C=C2N(C(C)=O)C)C2CC2)C1